N-(pyridin-2-yl)pyridine N1=C(C=CC=C1)N1CC=CC=C1